COC(C1=NC(=CC=C1)C1=CC(=CC=C1)C1=CC(=NO1)[C@]1(C(N(CC1)C)=O)O)=O (R)-6-(3-(3-(3-hydroxy-1-methyl-2-oxopyrrolidin-3-yl)isoxazol-5-yl)phenyl)picolinic acid methyl ester